cyclohexane-1,4-diene C1=CCC=CC1